3-(diundecylamino)propyl octyl phosphate P(=O)(OCCCN(CCCCCCCCCCC)CCCCCCCCCCC)(OCCCCCCCC)[O-]